C(CCCCCCCCCCC)OC1=C(CO)C=CC(=C1)OCCCCCCCCCCCC 2,4-di(dodecyloxy)benzyl alcohol